CN(C(=O)C1=NN(C(=C1CCOC1=C(C=CC(=C1)Cl)C=1C=CC=2N(C1)C(=CN2)CCNC(OCCCC)=O)C)C)C butyl N-[2-(6-{2-[2-(3-(dimethyl) carbamoyl-1,5-dimethyl-1H-pyrazol-4-yl)ethoxy]-4-chlorophenyl}imidazo[1,2-a]pyridin-3-yl)ethyl]-carbamate